ClC=1C(=NC(=NC1)NC1CCOCC1)C1=CC=C2CN(C(C2=C1)=O)CC(N1CCC(CC1)C1=CC=CC=C1)=O 6-{5-chloro-2-[(oxan-4-yl)amino]pyrimidin-4-yl}-2-[2-oxo-2-(4-phenylpiperidin-1-yl)ethyl]-2,3-dihydro-1H-isoindol-1-one